C1(CCC1)OC1=NC=CC(=C1)C1(CC(C1)OC1=NC=C(C=C1)C1=CC(=NO1)OCOC)F 2-(cyclobutyloxy)-4-[trans-1-fluoro-3-({5-[3-(methoxymethoxy)isoxazol-5-yl]-pyridin-2-yl}oxy)cyclobutyl]pyridine